5-ethynyl-6-fluoro-4-(8-fluoro-2-(((2R,7aS)-2-fluorotetrahydro-1H-pyrrolizin-7a(5H)-yl)methoxy)-4-(methyl(2-methylpyrrolidin-3-yl)amino)pyrido[4,3-d]pyrimidin-7-yl)naphthalen-2-ol C(#C)C1=C2C(=CC(=CC2=CC=C1F)O)C1=C(C=2N=C(N=C(C2C=N1)N(C1C(NCC1)C)C)OC[C@]12CCCN2C[C@@H](C1)F)F